The molecule is a glycosyl alditol consisting of alpha-D-glucopyranose and D-galactitol residues joined in sequence by a (1->6) glycosidic bond. It derives from a galactitol and an alpha-D-galactose. C([C@@H]1[C@H]([C@@H]([C@H]([C@H](O1)OC[C@H]([C@@H]([C@@H]([C@H](CO)O)O)O)O)O)O)O)O